C1(=CC=CC=C1)CCNC(=S)NC=1SC=CN1 N-(2-phenylethyl)-N'-(2-thiazolyl)thiourea